C(#N)C1=CC(=C(C=C1)C1=NN=C(C2=CC=CC=C12)N[C@@H]1CC[C@H](N(C1)C)C(=O)OCC)O ethyl (2S,5R)-5-((4-(4-cyano-2-hydroxyphenyl)phthalazin-1-yl)amino)-1-methylpiperidine-2-carboxylate